OC=1C=C(C=CC1O)C1=[O+]C=2C=C(C=C(C2C=C1O)O)O 2-(3,4-dihydroxyphenyl)chromenylium-3,5,7-triol